C(N)(=O)C=1C(=NC(=CN1)N1C[C@@H](CCC1)N1C(N(CC1)C)=O)NC1=CC=C(C=C1)N1CCC2(CCN(CC2)C(=O)OC(C)(C)C)CC1 tert-butyl (R)-9-(4-((3-carbamoyl-6-(3-(3-methyl-2-oxoimidazolidin-1-yl)piperidin-1-yl)pyrazin-2-yl)amino)phenyl)-3,9-diazaspiro[5.5]undecane-3-carboxylate